N1(N=NC2=C1C=CC=C2)O[P+](N(C)C)(N(C)C)N(C)C benzotriazol-1-yl-oxy-tris(dimethylamino)phosphonium